ClC1=NC=CC(=C1C#N)NC=1C=C2C(=CC(NC2=CC1)=O)N[C@@H](C(=O)NC)C (R)-2-((6-((2-chloro-3-cyanopyridin-4-yl)amino)-2-oxo-1,2-dihydroquinolin-4-yl)amino)-N-methylpropanamide